tert-butyl 4-(4-(((benzylamino)(methylthio)methylene)amino)phenyl)-1H-pyrazole-1-carboxylate C(C1=CC=CC=C1)NC(SC)=NC1=CC=C(C=C1)C=1C=NN(C1)C(=O)OC(C)(C)C